ClC1C=C2N=CC(=NC2=CC1Cl)CCCC 6,7-dichloro-2-butyl-6,7-dihydroquinoxaline